5-(1-(2,2-difluoroethyl)-4-fluoro-1H-benzo[d]imidazol-6-yl)-N-((3R,4R)-3-fluoro-1-(oxetan-3-yl-3-d)piperidin-4-yl)-4-methoxypyrrolo[2,1-f][1,2,4]triazin-2-amine FC(CN1C=NC2=C1C=C(C=C2F)C=2C=CN1N=C(N=C(C12)OC)N[C@H]1[C@@H](CN(CC1)C1(COC1)[2H])F)F